C([C@H]([C@@H]([C@H](C=O)O)O)O)C(=O)[O-] The molecule is conjugate base of 5-deoxy-D-glucuronic acid. It is a carbohydrate acid anion and a monocarboxylic acid anion. It is a conjugate base of a 5-deoxy-D-glucuronic acid.